6-ethoxy-1,2-benzisothiazol-3(2H)-one 1,1-dioxide C(C)OC1=CC2=C(C(NS2(=O)=O)=O)C=C1